4-cyano-5-(4-fluoro-3-hydroxyphenyl)isoxazole-3-carboxylic acid ethyl ester C(C)OC(=O)C1=NOC(=C1C#N)C1=CC(=C(C=C1)F)O